4-((4-(4-(2-Chloro-3-ethylphenyl)piperazin-1-yl)-3-hydroxybutyl)amino)-N,N-dimethyl-2,2-diphenylbutanamide ClC1=C(C=CC=C1CC)N1CCN(CC1)CC(CCNCCC(C(=O)N(C)C)(C1=CC=CC=C1)C1=CC=CC=C1)O